CC1=C(C(=O)O)C=CC(=N1)N1[C@@H](CC(C1)C1=CC=C(C=C1)C(F)(F)F)CO methyl-6-((2S)-2-(hydroxymethyl)-4-(4-(trifluoromethyl)phenyl)pyrrolidin-1-yl)nicotinic acid